methyl N-[4-methyl-5-({4-[(2S)-2-{[2-methyl-8-(trifluoromethyl)quinazolin-4-yl]amino}propyl]piperazin-1-yl}sulfonyl)-1,3-thiazol-2-yl]carbamate CC=1N=C(SC1S(=O)(=O)N1CCN(CC1)C[C@H](C)NC1=NC(=NC2=C(C=CC=C12)C(F)(F)F)C)NC(OC)=O